N[C@H]1[C@H](CC(OC1)(C)C)NC(OC(C)(C)C)=O tert-butyl (4S,5S)-5-amino-2,2-dimethyl-tetrahydro-2H-pyran-4-ylcarbamate